C(#N)C=1C=C2COC3(CCN(CC3)C(=O)C=3C=CC(=C(C3)NC(=O)NC[C@H]3OCCC3)C)C2=CC1 (S)-1-(5-(5-cyano-3H-spiro[isobenzofuran-1,4'-piperidin]-1'-ylcarbonyl)-2-methylphenyl)-3-((tetrahydro-furan-2-yl)methyl)urea